N,N'-diaminopropyl-4-methyl-cyclohexan-1,3-diamine NNC1(CC(C(CC1)C)NN)CCC